[Cl-].C[N+]1(CCCC1)C N,N-dimethyl-pyrrolidinium chloride